[O-]P(O)(=O)OP(=O)(O)O.P(=O)(O)(O)O.[Na+] sodium dihydrogen phosphate pyrophosphate